2,4-di(dichlorophosphoryl)amino-6-chloropyrimidine ClP(=O)(Cl)NC1=NC(=CC(=N1)NP(=O)(Cl)Cl)Cl